ethyl 3,3,3-trifluoropropionate FC(CC(=O)OCC)(F)F